FC1=C(C=CC(=C1)F)N1CCN(CC1)C(=O)NC1=NC=C(C=C1)O 4-(2,4-difluorophenyl)-N-(5-hydroxypyridin-2-yl)piperazine-1-carboxamide